FC=1C=C2C=C(C(NC2=CC1)=O)C=1N=NN(C1)C1=CC=C(C=C1)C(=O)N1C[C@H](CC1)S(=O)(=O)C 6-fluoro-3-{1-[4-((S)-3-methanesulfonyl-pyrrolidine-1-carbonyl)-phenyl]-1H-[1,2,3]triazol-4-yl}-1H-quinolin-2-one